BrC1=CC=CC(=N1)S(=O)(=O)CCCCN1C(C2=CC=CC=C2C1=O)=O 2-[4-[(6-bromo-2-pyridyl)sulfonyl]butyl]isoindoline-1,3-dione